1-(1-amino-2-(5-(4-((5-chloro-3-fluoropyridin-2-yl) oxy) phenyl)-2H-tetrazol-2-yl) ethyl) cyclopropane-1-carboxylate C1(CC1)C(=O)OC(CN1N=C(N=N1)C1=CC=C(C=C1)OC1=NC=C(C=C1F)Cl)N